(1R,2S,5S)-3-(acetyl-L-prolyl)-N-((S)-1-cyano-2-((S)-2-oxopyrrolidin-3-yl)ethyl)-6,6-dimethyl-3-azabicyclo[3.1.0]hexane-2-carboxamide C(C)(=O)N1[C@@H](CCC1)C(=O)N1[C@@H]([C@H]2C([C@H]2C1)(C)C)C(=O)N[C@@H](C[C@H]1C(NCC1)=O)C#N